C(C=C)(=O)NC1=CC=C(C(=O)NC=2C=C(C=CC2)NC=2C3=C(N(N2)C(=O)OCC)C(N(C3)C(N[C@H](CN(C)C)C3=CC=CC=C3)=O)(C)C)C=C1 ethyl (S)-3-((3-(4-acrylamidobenzamido)phenyl)amino)-5-((2-(dimethylamino)-1-phenylethyl)carbamoyl)-6,6-dimethyl-5,6-dihydropyrrolo[3,4-c]pyrazole-1(4H)-carboxylate